tert-butyl 4-(4-methoxycarbonylcyclohexoxy)piperidine-1-carboxylate COC(=O)C1CCC(CC1)OC1CCN(CC1)C(=O)OC(C)(C)C